C1(=CC=CC=C1)OB(OC1=CC=CC=C1)OC1=CC=CC=C1 Boric acid triphenyl ester